N-(3-cyano-1H-indole-5-yl)amide C(#N)C1=CNC2=CC=C(C=C12)[NH-]